C(C)OC1=C(C(=O)NC(C)C2=NC(=CN=C2)C)C=C(C=C1)NC(C(C)C)=O 2-ethoxy-5-isobutyrylamino-N-(1-(6-methylpyrazin-2-yl)ethyl)benzamide